(6-chloro-2-(1-methoxyethyl)pyridin-3-yl)-4-(2-methoxyethyl)piperazine ClC1=CC=C(C(=N1)C(C)OC)N1CCN(CC1)CCOC